[(1-methyl-1H-1,2,4-triazol-5-yl)methoxy]-1,2,4-triazolo[4,3-b]pyridazine CN1N=CN=C1COC1=NN=C2N1N=CC=C2